2-bromo-5-tert-butyl-1,3-thiazole BrC=1SC(=CN1)C(C)(C)C